ClCC1=NC2=CC=C(C=C2C(=[N+]1[O-])C1=C(C=CC=C1)Cl)[N+](=O)[O-] 2-chloromethyl-4-(2-chlorophenyl)-6-nitroquinazoline-3-oxide